2-amino-N-((3R,4S)-3-fluorotetrahydro-2H-pyran-4-yl)-3-methyl-N-((5-(trifluoromethyl)-2-pyridinyl)methyl)-6-quinolinecarboxamide NC1=NC2=CC=C(C=C2C=C1C)C(=O)N(CC1=NC=C(C=C1)C(F)(F)F)[C@@H]1[C@H](COCC1)F